N,N-dimethyl-aminoethyl-methacrylic acid CN(C)CCC=C(C(=O)O)C